FC1=C(C=CC(=C1)N)C1=C(C=C(C=C1)N)F 2,2'-difluoro(1,1-biphenyl)-4,4'-diamine